C(CC1=CC=CC=C1)N1N=NN(C1)C(N1CCNCC1)C=1C=NC=CC1 1-((1-phenethyl-1H-tetrazol-4-yl)(pyridin-3-yl)methyl)piperazine